C(CCCCCCCC)OC(C(C)C)=O isobutyric acid nonyl ester